FC1CN(CCC1N1N=CC(=C1)N)C 1-(3-fluoro-1-methylpiperidin-4-yl)-1H-pyrazol-4-amine